(S)-1-((R)-oxiran-2-yl)ethan-1-ol O1[C@H](C1)[C@H](C)O